4-((2-(3-chloro-4-(trifluoromethoxy)phenyl)thiazol-4-yl)thio)-1H-1,2,3-triazole-5-carboxylic acid ClC=1C=C(C=CC1OC(F)(F)F)C=1SC=C(N1)SC=1N=NNC1C(=O)O